(1-methyl-1,4,5,6,7,8-hexahydropyrazolo[4,3-c]azepin-3-yl)(4-(2-(trifluoromethyl)phenyl)piperidin-1-yl)methanone CN1N=C(C=2CNCCCC21)C(=O)N2CCC(CC2)C2=C(C=CC=C2)C(F)(F)F